C(C)(=O)C1=CC=CC2=CC=CC=C12 acetonaphthone